C1(CCCCC1)C=1C=C2CNC(C2=CC1C1=CC=C(C=C1)F)=O 5-cyclohexyl-6-(4-fluorophenyl)isoindolin-1-one